OC(CCOC(CC(C)O)=O)C.C(C1=CC=CC=C1)(=O)ON=C(C(=O)C1=CC=C(C=C1)SC1=CC=CC=C1)CCCCCC 2-(benzoyloxyimino)-1-[4'-(phenylthio)phenyl]-1-octanone 3-hydroxybutyl-3-hydroxy-butanoate